FC1(C(NC(CC1)=O)=O)C1=CC=C(C=C1)C1CCN(CC1)CC(=O)O 2-[4-[4-(3-fluoro-2,6-dioxo-3-piperidyl)phenyl]-1-piperidyl]acetic acid